Zirconium dioxide barium carbonate C([O-])([O-])=O.[Ba+2].[O-2].[O-2].[Zr+4]